FC(C(C(C(F)(F)F)(F)F)(F)F)(F)OCCOCCOCCOCCOCCOCCO hexaethylene glycol perfluorobutyl ether